N-(4-(4-fluoro-1-isopropyl-1H-benzo[d]imidazol-6-yl)-5-methylpyridin-2-yl)-3-(3-methylureido)cyclohexane-1-carboxamide FC1=CC(=CC=2N(C=NC21)C(C)C)C2=CC(=NC=C2C)NC(=O)C2CC(CCC2)NC(=O)NC